2-(4-(aminomethyl)-3-fluorophenyl)-N-(3-(piperidin-1-yl)propyl)benzo[d]imidazo[2,1-b]thiazole-7-carboxamide NCC1=C(C=C(C=C1)C=1N=C2SC3=C(N2C1)C=CC(=C3)C(=O)NCCCN3CCCCC3)F